ClC=1C(=C2N=C(N=C3N([C@H](COC(N1)=C32)C)CC(F)F)SC)F (12S)-7-chloro-13-(2,2-difluoroethyl)-6-fluoro-12-methyl-3-methylsulfanyl-10-oxa-2,4,8,13-tetrazatricyclo[7.4.1.05,14]tetradeca-1,3,5,7,9(14)-pentaene